2-methyl-5-(thiazol-2-ylmethoxy)benzofuran-3-carboxylic acid CC=1OC2=C(C1C(=O)O)C=C(C=C2)OCC=2SC=CN2